C(C)OC(C#N)C Ethoxypropionitrile